3-[(R)-(2-methyl-propane-2-sulfinylamino)-methyl]-azetidine-1-carboxylic acid tert-butyl ester C(C)(C)(C)OC(=O)N1CC(C1)CN[S@](=O)C(C)(C)C